2,4-dimethyl-anisole [2-[2,2-bis[(4-chloro-4-oxo-butanoyl)oxymethyl]butoxymethyl]-2-[(4-chloro-4-oxo-butanoyl)oxymethyl]butyl]4-chloro-4-oxo-butanoate ClC(CCC(=O)OCC(COCC(COC(CCC(=O)Cl)=O)(CC)COC(CCC(=O)Cl)=O)(CC)COC(CCC(Cl)=O)=O)=O.CC1=C(C=CC(=C1)C)OC